tert-butyl 4-((6-chloro-3-(methylcarbamoyl) pyridazin-4-ylamino) methyl)-4-fluoropiperidine-1-carboxylate ClC1=CC(=C(N=N1)C(NC)=O)NCC1(CCN(CC1)C(=O)OC(C)(C)C)F